S-Benzyl 3-cyclopropyl-2-(2-(5-oxo-1-(2,3,5-trifluorobenzyl)pyrrolidin-2-yl)acetamido)propanethioate C1(CC1)CC(C(SCC1=CC=CC=C1)=O)NC(CC1N(C(CC1)=O)CC1=C(C(=CC(=C1)F)F)F)=O